BrC=1C(=C(N)C=C(C1C(F)(F)F)C)F 3-bromo-2-fluoro-5-methyl-4-(trifluoromethyl)aniline